(2S)-2-amino-3-(4-(2-amino-6-((R)-1-(5-chloro-4'-methoxy-[1,1'-biphenyl]-2-yl)-2,2,2-trifluoroethoxy)pyrimidine-4-yl)cyclohex-3-ene-1-yl)propionic acid hydrochloride Cl.N[C@H](C(=O)O)CC1CC=C(CC1)C1=NC(=NC(=C1)O[C@@H](C(F)(F)F)C1=C(C=C(C=C1)Cl)C1=CC=C(C=C1)OC)N